NC(C(=O)O)CC1=CC(=C(C(=C1)I)OC1=CC(=C(C(=C1)I)O)I)I 2-amino-3-(4-(4-hydroxy-3,5-diiodophenoxy)-3,5-diiodophenyl)propanoic acid